C(CCCC)SC1=NC(=NN1)CCCCCC1=NNC(=N1)SCCCCC 3,3'-pentamethylenebis(5-pentylthio-1H-1,2,4-triazole)